tert-Butyl N-[3-[[cis-2-fluorocyclopropanecarbonyl]amino]-6-(4-methylisothiazol-5-yl)cinnolin-8-yl]carbamate F[C@@H]1[C@@H](C1)C(=O)NC=1N=NC2=C(C=C(C=C2C1)C1=C(C=NS1)C)NC(OC(C)(C)C)=O